ClC1=CN=C2C(N(C(NC2=N1)=O)C1=C(C(=CC=C1)C1=NC=NC=C1)Cl)=O 7-chloro-3-(2-chloro-3-(pyrimidine-4-yl)phenyl)pteridine-2,4(1H,3H)-dione